sodium 3-[2-(3-hydroxy-3-methylpropoxy)-4-methyl-[1,3,2]dioxasilinan-2-yl]propanethiolate OC(CCO[Si]1(OCCC(O1)C)CCC[S-])C.[Na+]